tert-butyl 3-(6-(((benzyloxy)carbonyl)amino)-3,4-dihydroisoquinolin-2(1H)-yl)azetidine-1-carboxylate C(C1=CC=CC=C1)OC(=O)NC=1C=C2CCN(CC2=CC1)C1CN(C1)C(=O)OC(C)(C)C